valinamide (valinate) N[C@@H](C(C)C)C(=O)O.N[C@@H](C(C)C)C(=O)N